N'-(methylenebis(4,1-phenylene))bis(3,4-dimethyl-1H-pyrazole-1-carboxamide) C(C1=CC=C(C=C1)C1=C(C(=NN1C(=O)N)C)C)C1=CC=C(C=C1)C1=C(C(=NN1C(=O)N)C)C